tert-Butyl-{8-chloro-1-[trans-4-(pyridin-2-yloxy)cyclohexyl]-5,6-dihydro-4H-[1,2,4]triazolo[4,3-a]benzazepin-5-yl}carbamat C(C)(C)(C)OC(NC1CC=2N(C3=C(C1)C=C(C=C3)Cl)C(=NN2)[C@@H]2CC[C@H](CC2)OC2=NC=CC=C2)=O